tert-butyl ((3S,6S,8S,10aR)-8-ethoxy-3-(3-(morpholine-4-carbonyl)azetidine-1-carbonyl)-5-oxodecahydropyrrolo[1,2-a]azocin-6-yl)carbamate C(C)O[C@H]1CC[C@@H]2N(C([C@H](C1)NC(OC(C)(C)C)=O)=O)[C@@H](CC2)C(=O)N2CC(C2)C(=O)N2CCOCC2